C(C)(C)(C)N1C[C@@H]([C@@H](CC1)NC1=C2C=C(N(C2=CC=C1)CC(F)(F)F)C#CCNC1=C(C=C(C(=O)NC)C=C1)OC)F 4-[3-[4-[[(3S,4R)-1-tert-butyl-3-fluoro-4-piperidyl]amino]-1-(2,2,2-trifluoroethyl)indol-2-yl]-prop-2-ynylamino]-3-methoxy-N-methyl-benzamide